1-(1-Acrylpiperidin-4-yl)-7-chloro-6-(2-fluoro-6-hydroxyphenyl)-4-(2-isopropyl-4-methylpyridin-3-yl)-1,4-dihydropyridino[2,3-b]pyrazine-2,3-dione C(=O)(C=C)N1CCC(CC1)N1C2=C(N(C(C1=O)=O)C=1C(=NC=CC1C)C(C)C)N=C(C(=C2)Cl)C2=C(C=CC=C2O)F